tert-butyl 4-[2-(4-fluorophenyl)-1-(2-methylpyridin-4-yl)-1H-1,3-benzodiazol-6-yl]piperazine-1-carboxylate FC1=CC=C(C=C1)C1=NC2=C(N1C1=CC(=NC=C1)C)C=C(C=C2)N2CCN(CC2)C(=O)OC(C)(C)C